Cl.N[C@@H](C(=O)NC12CC(C1)C2)CCCC (R)-2-amino-N-(bicyclo[1.1.1]pentan-1-yl)hexanamide hydrochloride